C12CCC(CC1)N2C(=O)C=2C=C(C=NC2)C2=CC(=NC=C2)C=2NC(=C(N2)C)C 5-(7-Azabicyclo[2.2.1]hept-7-ylcarbonyl)-2'-(4,5-dimethyl-1H-imidazol-2-yl)-3,4'-bipyridine